P(O)(O)(=S)OC[C@@H]1[C@H](C[C@@H](O1)N1C=NC=2C(=O)NC(N)=NC12)O 2'-Deoxyguanosine-5'-O-monophosphorothioate